3-[4-[8-[4-[4-(3-aminopropanoyl)piperazine-1-carbonyl]-3-chloroanilino]imidazo[1,2-a]pyrazin-3-yl]-3-(trifluoromethyl)pyrazol-1-yl]propanenitrile NCCC(=O)N1CCN(CC1)C(=O)C1=C(C=C(NC=2C=3N(C=CN2)C(=CN3)C=3C(=NN(C3)CCC#N)C(F)(F)F)C=C1)Cl